4-((t-Butoxycarbonyl)(methyl)amino)butanoic acid C(C)(C)(C)OC(=O)N(CCCC(=O)O)C